thiazol-4-ylmethanol S1C=NC(=C1)CO